rac-tert-butyl (2'-(5,5-difluorotetrahydro-2H-pyran-2-yl)-3-fluoro-[2,4'-bipyridin]-3'-yl)carbamate FC1(CC[C@@H](OC1)C1=NC=CC(=C1NC(OC(C)(C)C)=O)C1=NC=CC=C1F)F |r|